N-((S)-2-cyano-1-(4-(ethylsulfonyl)phenyl)ethyl)-4-((2S,4S)-2-((difluoromethoxy)methyl)-4-((6-(trifluoromethoxy)pyridin-3-yl)oxy)pyrrolidin-1-yl)benzamide C(#N)C[C@@H](C1=CC=C(C=C1)S(=O)(=O)CC)NC(C1=CC=C(C=C1)N1[C@@H](C[C@@H](C1)OC=1C=NC(=CC1)OC(F)(F)F)COC(F)F)=O